2-phenylquinazolin-4-amine hydrochloride Cl.C1(=CC=CC=C1)C1=NC2=CC=CC=C2C(=N1)N